NC=1C=CC=C2CNC(C12)=O 7-amino-2,3-dihydro-1H-isoindol-1-one